di-n-hexyl 2,3-dimethylmaleate C/C(/C(=O)OCCCCCC)=C(/C(=O)OCCCCCC)\C